(R)-2-methyl-N-((5-phenylthiophen-2-yl)methyl)propane-2-sulfinamide CC(C)(C)[S@@](=O)NCC=1SC(=CC1)C1=CC=CC=C1